4-chloro-2-[(2E,4E)-5-[(1R,2R,3E,6R)-3-(hydroxyimino)-1,2,6-trimethylcyclohexyl]-3-methylpent-2,4-dien-1-yl]-3-methoxy-6-[(1E)-(methoxyimino)methyl]-5-methylphenol ClC1=C(C(=C(C(=C1C)/C=N/OC)O)C\C=C(\C=C\[C@@]1([C@H](/C(/CC[C@H]1C)=N/O)C)C)/C)OC